C1(=CC=CC=C1)S(=O)(=O)N1C=CC=2C=NC=CC21 1-(benzenesulfonyl)-1H-pyrrolo[3,2-c]Pyridine